1-methoxy-N-((6-(trifluoromethyl)imidazo[1,2-a]pyridin-2-yl)methyl)propan-2-amine COCC(C)NCC=1N=C2N(C=C(C=C2)C(F)(F)F)C1